CC1CCC(NC1)C1CCC(CC1)NC(C)=O N-[4-(5-methyl-2-piperidyl)cyclohexyl]acetamide